ClC1=C(C(=CC=C1)Cl)C1CN(C1)C1=C(C=C(CN2CCC(CC2)C(=O)OC)C=C1)F methyl 1-(4-(3-(2,6-dichlorophenyl)azetidin-1-yl)-3-fluorobenzyl)piperidine-4-carboxylate